ClC1=C(C=C(C=C1)C=1OC(=CN1)C(=O)O)F 2-(4-chloro-3-fluorophenyl)oxazole-5-carboxylic acid